1-(2-aminopyrimidin-5-yl)-3-[1-(7-chloro-5-fluoro-3-methyl-1-benzofuran-2-yl)-2,2,2-trifluoroethyl]urea NC1=NC=C(C=N1)NC(=O)NC(C(F)(F)F)C=1OC2=C(C1C)C=C(C=C2Cl)F